(5-benzoylamino-6-methylpyridin-2-yl)carbamic acid tert-butyl ester C(C)(C)(C)OC(NC1=NC(=C(C=C1)NC(C1=CC=CC=C1)=O)C)=O